(S)-2-(32-azido-5-oxo-3,9,12,15,18,21,24,27,30-nonaoxa-6-azadotriacontanamido)-N-(4-(hydroxymethyl)phenyl)-6-(((4-methoxyphenyl)diphenylmethyl)amino)caproamide N(=[N+]=[N-])CCOCCOCCOCCOCCOCCOCCOCCOCCNC(COCC(=O)N[C@H](C(=O)NC1=CC=C(C=C1)CO)CCCCNC(C1=CC=CC=C1)(C1=CC=CC=C1)C1=CC=C(C=C1)OC)=O